CC1=NC2=CC=C(C=C2C(N1)=O)C 2,6-dimethylquinazolin-4(3H)-one